2-(4-chlorobenzoyl)-3-fluoro-5-[(1S)-1-hydroxy-1-(oxan-4-yl)propyl]benzoic acid-bis[(1S)-1-phenylethyl]amine Salt C1(=CC=CC=C1)[C@H](C)N[C@@H](C)C1=CC=CC=C1.ClC1=CC=C(C(=O)C2=C(C(=O)O)C=C(C=C2F)[C@](CC)(C2CCOCC2)O)C=C1